CON(C(=O)Cl)C Methoxy(methyl)carbamyl chloride